3-(4-chlorobenzyl)pyrrolin-2-one ethyl-(S)-2-(4-(tert-butoxycarbonyl)-3-methylpiperazin-1-yl)thiazole-4-carboxylate C(C)OC(=O)C=1N=C(SC1)N1C[C@@H](N(CC1)C(=O)OC(C)(C)C)C.ClC1=CC=C(CC2C(NCC2)=O)C=C1